N-(4-(4-(1-(2-(2,6-dioxopiperidin-3-yl)benzyl)piperidin-4-yl)piperazin-1-yl)-3-(trifluoromethyl)phenyl)-3-(imidazo[1,2-b]pyridazin-3-ylethynyl)-4-methylbenzamide O=C1NC(CCC1C1=C(CN2CCC(CC2)N2CCN(CC2)C2=C(C=C(C=C2)NC(C2=CC(=C(C=C2)C)C#CC2=CN=C3N2N=CC=C3)=O)C(F)(F)F)C=CC=C1)=O